C(C)C(C(=O)[O-])C(C)=O.C(C)C(C(=O)[O-])C(C)=O.C(C)C(C(=O)[O-])C(C)=O.[Al+3] aluminum tris(ethylacetylacetate)